BrC=1N=CC=2N(C1)C(=CN2)C2=NC=CC(=N2)N2[C@H]([C@H](NCC2)C)C=2C=NNC2 Cis-6-Bromo-3-(4-(3-methyl-2-(1H-pyrazol-4-yl)piperazin-1-yl)pyrimidin-2-yl)imidazo[1,2-a]pyrazine